(2S,4R)-4-fluoro-N-[(S)-[6-fluoro-5-(propan-2-yl)pyridin-2-yl](phenyl)methyl]-1-{2-[4-(trifluoromethyl)-1H-1,2,3-triazol-5-yl]acetyl}pyrrolidine-2-carboxamide F[C@@H]1C[C@H](N(C1)C(CC1=C(N=NN1)C(F)(F)F)=O)C(=O)N[C@@H](C1=CC=CC=C1)C1=NC(=C(C=C1)C(C)C)F